2-(6-((4-Chlorophenoxy)methyl)pyridin-3-yl)-5-(difluoromethyl)-1,3,4-oxadiazole ClC1=CC=C(OCC2=CC=C(C=N2)C=2OC(=NN2)C(F)F)C=C1